2-[[3-methyl-5-(6-methyl-3-pyridyl)triazol-4-yl]methyl]-5-[(2R)-2-methylpyrrolidin-1-yl]pyridazin-3-one CN1N=NC(=C1CN1N=CC(=CC1=O)N1[C@@H](CCC1)C)C=1C=NC(=CC1)C